ClC=1C=C2C(C(NC2=CC1Cl)=O)=C 5,6-dichloro-3-methylidene-1H-indol-2-one